4-methoxy-phenoxypentafluorophenyl-cyclotriphosphazene COC1=CC=C(OP2(=NP=NP=N2)C2=C(C(=C(C(=C2F)F)F)F)F)C=C1